2-(2,6-dioxopiperidin-3-yl)-5-((4-(6-isopropylthieno[2,3-d]pyrimidin-4-yl)-3,6-dihydropyridin-1(2H)-yl)methyl)isoindoline-1,3-dione O=C1NC(CCC1N1C(C2=CC=C(C=C2C1=O)CN1CCC(=CC1)C=1C2=C(N=CN1)SC(=C2)C(C)C)=O)=O